3-(3-((2,2-difluoroethyl)carbamoyl)pyrazolo[1,5-a]pyridin-5-yl)-N-(1-(piperidin-4-yl)-1H-pyrazol-4-yl)-1H-pyrrolo[2,3-b]pyridine-5-carboxamide FC(CNC(=O)C=1C=NN2C1C=C(C=C2)C2=CNC1=NC=C(C=C12)C(=O)NC=1C=NN(C1)C1CCNCC1)F